4-{[4-Methoxy-1-(2-methoxy-5-methyl-benzenesulfonyl)-2,3-dihydro-1H-indole-6-carbonyl]-amino}-benzoic acid COC1=C2CCN(C2=CC(=C1)C(=O)NC1=CC=C(C(=O)O)C=C1)S(=O)(=O)C1=C(C=CC(=C1)C)OC